ClC1=C(C=CC=C1Cl)C1=NNC2=NC(=C(N=C21)CO)N2CCN(CC2)C(=O)OC(C)(C)C tert-butyl 4-[3-(2,3-dichlorophenyl)-5-(hydroxymethyl)-1H-pyrazolo[3,4-b]pyrazin-6-yl]piperazine-1-carboxylate